tert-butyl-2-(2,6-difluorophenyl)acetonitrile C(C)(C)(C)C(C#N)C1=C(C=CC=C1F)F